ClC1=CC=C(C=C1)N1C2=NC(=NC(=C2N=C1C=1C=CC(=NC1)C#N)N1CC(C1)(C)OC)OCC(C)(C)O 5-[9-(4-chlorophenyl)-2-(2-hydroxy-2-methyl-propoxy)-6-(3-methoxy-3-methyl-azetidin-1-yl)purin-8-yl]pyridine-2-carbonitrile